Cl.C12(CC3CC(CC(C1)C3)C2)CNC 1-(1-adamantyl)-N-methylmethanamine hydrochloride